C(C)[C@]1(C(OCC=2C(N3CC=4C(=NC=5C=C6C(=CC5C4)OCO6)C3=CC21)=O)=O)O (S)-7-ethyl-7-hydroxy-10,13-dihydro-11H-[1,3]dioxolano[4,5-g]pyrano[3',4':6,7]indolizino[1,2-b]quinoline-8,11(7H)-dione